8-(4-chloro-2-fluorophenyl)-6-(2-((dimethylamino)methyl)morpholino)-2,3-dimethylpyrimido[5,4-d]pyrimidin-4(3H)-one ClC1=CC(=C(C=C1)C1=NC(=NC2=C1N=C(N(C2=O)C)C)N2CC(OCC2)CN(C)C)F